4-(2-(4-(5-chloro-2-(2-cyclopropylacetyl)phenyl)-5-methoxy-2-oxopyridin-1(2H)-yl)-3-phenylpropionylamino)benzoic acid ClC=1C=CC(=C(C1)C1=CC(N(C=C1OC)C(C(=O)NC1=CC=C(C(=O)O)C=C1)CC1=CC=CC=C1)=O)C(CC1CC1)=O